C1(CC1)C=1N=CN(C1)C1=CC=CC=2SC(=CC21)C(=O)O 4-(4-cyclopropyl-1H-imidazol-1-yl)benzo[b]thiophene-2-carboxylic acid